N-(3-((4-amino-3-(7-methoxy-5-methylbenzothien-2-yl)-1H-pyrazolo[3,4-d]pyrimidin-1-yl)methyl)phenyl)acrylamide NC1=C2C(=NC=N1)N(N=C2C=2SC1=C(C2)C=C(C=C1OC)C)CC=1C=C(C=CC1)NC(C=C)=O